C1(=C(C=CC=C1)C=1C=C2CN(CC2=CC1)C(CN1N=C(N=C1)C#N)=O)C1=CC=CC=C1 1-(2-(5-([1,1'-biphenyl]-2-yl)isoindolin-2-yl)-2-oxoethyl)-1H-1,2,4-triazole-3-carbonitrile